COC1=CC=C(C=C1)NC(=S)NC(=O)N (4-methoxyphenyl)-thioimidodicarbonic diamide